4-ethyl-5-(hydroxymethyl)-2H-1,3-dioxol-2-one C(C)C=1OC(OC1CO)=O